ClC=1N=C2C(=NC1)N(C(=C2C(=O)N2CC(CCC2)COC2=C(C=CC=C2)C)C2=CC=CC=C2)C 1-{2-chloro-5-methyl-6-phenylpyrrolo[2,3-b]pyrazine-7-carbonyl}-3-(2-methylphenoxymethyl)piperidine